3,4-dinitrosulfolane [N+](=O)([O-])C1CS(=O)(=O)CC1[N+](=O)[O-]